N(=[N+]=[N-])C1=NC(=CN=C1)N1CCC(CC1)(F)F 2-azido-6-(4,4-difluoropiperidin-1-yl)pyrazine